N-(3,5-difluoro-4-iodopyridin-2-yl)ethane-sulfonamide FC=1C(=NC=C(C1I)F)NS(=O)(=O)CC